trimellitic acid tri(2-ethylhexyl) ester C(C)C(COC(C=1C(C(=O)OCC(CCCC)CC)=CC(C(=O)OCC(CCCC)CC)=CC1)=O)CCCC